(5-{[2-(4-Chlorophenyl)imidazo[1,2-a]pyridin-3-yl]methyl}-2,5-diazabicyclo[2.2.2]oct-2-yl)-(1-methyl-1H-imidazol-2-yl)methanon ClC1=CC=C(C=C1)C=1N=C2N(C=CC=C2)C1CN1C2CN(C(C1)CC2)C(=O)C=2N(C=CN2)C